2-Methoxy-N-(1,2,3,4-tetrahydroquinolin-5-yl)acetamide COCC(=O)NC1=C2CCCNC2=CC=C1